(E)-4-fluoro-6-styryl-1-(tetrahydro-2H-pyran-2-yl)-1H-indazole FC1=C2C=NN(C2=CC(=C1)\C=C\C1=CC=CC=C1)C1OCCCC1